O1CC(=CC1)C=1C=CC(=C(C1)CC(=O)OCC)OC(F)(F)F ethyl 2-(5-(2,5-dihydrofuran-3-yl)-2-(trifluoromethoxy)phenyl)acetate